(S)-tert-butyl 2-(4-bromo-2-fluorobenzyl)-1-(oxetan-2-ylmethyl)-1H-benzo[d]imidazole-6-carboxylate BrC1=CC(=C(CC2=NC3=C(N2C[C@H]2OCC2)C=C(C=C3)C(=O)OC(C)(C)C)C=C1)F